methyl 3,3-difluorocyclopentane-1-carboxylate FC1(CC(CC1)C(=O)OC)F